8-cyclopropyl-1,3-bis[2-methyl-3-(2-methylpyrazol-3-yl)indazol-5-yl]quinoxalin-2-one tert-butyl-((6-chloro-3-(1H-imidazol-1-yl)pyridazin-4-yl)methyl)carbamate C(C)(C)(C)N(C(O)=O)CC1=C(N=NC(=C1)Cl)N1C=NC=C1.C1(CC1)C=1C=CC=C2N=C(C(N(C12)C1=CC2=C(N(N=C2C=C1)C)C=1N(N=CC1)C)=O)C1=CC2=C(N(N=C2C=C1)C)C=1N(N=CC1)C